3-(2-bromo-4,6-difluoro-phenoxy)propionic acid BrC1=C(OCCC(=O)O)C(=CC(=C1)F)F